8-[5-(2-hydroxypropan-2-yl)pyridin-3-yl]-1-[(2S)-2-methoxypropyl]-3-methylimidazo[4,5-c]quinolin-2-one OC(C)(C)C=1C=C(C=NC1)C1=CC=2C3=C(C=NC2C=C1)N(C(N3C[C@H](C)OC)=O)C